FC1=CC=C(C=C1)N1N=C2N(C1=O)[C@@H](CC2)C=2C=NC=C(C2)F (S)-2-(4-fluorophenyl)-5-(5-fluoropyridin-3-yl)-2,5,6,7-tetrahydro-3H-pyrrolo[2,1-c][1,2,4]triazol-3-one